C(C)(=O)ON=C(C)C=1C=CC=2N(C3=CC=C(C=C3C2C1)C(C1=C(C=CC=C1)C)=O)CC 1-[9-ethyl-6-(2-methylbenzoyl)-9H-carbazole-3-yl]ethanone-O-acetyl oxime